O[C@@H]1CC2=CC[C@H]3[C@@H]4CC[C@@H]([C@@]4(C)CC[C@@H]3[C@]2(CC1)C)OCC(=O)[O-] 2-(3β-hydroxyandrost-5-en-17β-yloxy)-acetate